6-chloro-2-(4-chloro-2-fluorophenyl)pyrimidin-4-amine ClC1=CC(=NC(=N1)C1=C(C=C(C=C1)Cl)F)N